2-phenyl-propanediol C1(=CC=CC=C1)C(C(O)O)C